6-(2-((4-Methyl-2-(trifluoromethyl)pyrimidin-5-yl)sulfonyl)-2-azaspiro[3.3]hept-6-yl)-1-oxa-6-azaspiro[3.3]heptane CC1=NC(=NC=C1S(=O)(=O)N1CC2(C1)CC(C2)N2CC1(CCO1)C2)C(F)(F)F